3-chloro-7-((2S,5R)-2,5-dimethyl-4-((R)-1-(quinoxalin-6-yl)ethyl)piperazin-1-yl)-4-methyl-2-(tetrahydro-2H-pyran-2-yl)-2,4-dihydro-5H-pyrazolo[4,3-b]pyridin-5-one ClC=1N(N=C2C1N(C(C=C2N2[C@H](CN([C@@H](C2)C)[C@H](C)C=2C=C1N=CC=NC1=CC2)C)=O)C)C2OCCCC2